CC1N(C(COC1)=O)CC(=O)N 2-(3-methyl-5-oxo-morpholin-4-yl)acetamide